vinyl-silane platinum [Pt].C(=C)[SiH3]